C(C)OC(=O)C1=C(C=2C(=CN=CC2)S1)OS(=O)(=O)C(F)(F)F (trifluoromethylsulfonyloxy)thieno[2,3-c]Pyridine-2-carboxylic acid ethyl ester